BrC=1C(=C(C=CC1)NC(CCN1C[C@@H](CC1)O)=O)C (R)-N-(3-bromo-2-methylphenyl)-3-(3-hydroxypyrrolidin-1-yl)propanamide